FC(C=1C=C(CC2=CC(=NC=C2)N2N=C(C(=C2CO)C(=O)N)C)C=C(C1)F)F 1-(4-(3-(Difluoromethyl)-5-fluorobenzyl)pyridin-2-yl)-5-(hydroxymethyl)-3-methyl-1H-pyrazole-4-carboxamide